CC=1N=CC(=NC1C)CO (5,6-dimethylpyrazin-2-yl)methanol